FC1(CN(CC[C@H]1NC1=NN2C(C(=N1)NCC)=C(C=C2)C2=CC=C1C(=N2)N(C(=N1)C)CC(F)F)C)F (R)-N2-(3,3-difluoro-1-methylpiperidin-4-yl)-5-(3-(2,2-difluoroethyl)-2-methyl-3H-imidazo[4,5-b]pyridin-5-yl)-N4-ethylpyrrolo[2,1-f][1,2,4]triazine-2,4-diamine